3,3,4,4,5,5,6,6,7,7,8,8,9,9,10,10,10-Heptadecafluorodecan-1-ol FC(CCO)(C(C(C(C(C(C(C(F)(F)F)(F)F)(F)F)(F)F)(F)F)(F)F)(F)F)F